2-(((R)-1-(3-cyclopropyl-6-fluoro-4-oxo-2-((S)-tetrahydrofuran-3-yl)-3,4-dihydroquinazolin-8-yl)ethyl)amino)benzoic acid C1(CC1)N1C(=NC2=C(C=C(C=C2C1=O)F)[C@@H](C)NC1=C(C(=O)O)C=CC=C1)[C@H]1COCC1